3-[[1-(hydroxymethyl)propyl]methylamino]-1,2-propanediol OCC(CC)N(CC(CO)O)C